3-(3-chloro-4-fluorophenyl)-1-((5-isopropyl-4-methyl-4H-1,2,4-triazol-3-yl)methyl)-1-(4-methoxyphenyl)urea ClC=1C=C(C=CC1F)NC(N(C1=CC=C(C=C1)OC)CC1=NN=C(N1C)C(C)C)=O